FC(C1=CC=C(C=N1)C(C)=O)(F)F 1-(6-(trifluoromethyl)pyridin-3-yl)ethanone